[6-(2,5-dioxo-2,5-dihydro-pyrrol-1-yl)-hexylamino]-N-[5-hydroxymethyl-2-(3-methyl-2-nitro-3H-imidazol-4-yl-methoxy)-phenyl]Acetamide O=C1N(C(C=C1)=O)CCCCCCNCC(=O)NC1=C(C=CC(=C1)CO)OCC=1N(C(=NC1)[N+](=O)[O-])C